1,8-p-Menthandiamin C1(CCC(CC1)C(C)(C)N)(C)N